BrC=1C=C(SC1)C1(CC1)C(N)=N 1-(4-bromothiophen-2-yl)cyclopropane-1-carboximidamide